3-(1,1,2,2-Tetradeuterio-2-(dimethylamino)ethyl)-1H-indol-4-ol [2H]C(C(N(C)C)([2H])[2H])([2H])C1=CNC=2C=CC=C(C12)O